(S)-(2-(2-hydroxypropan-2-yl)-4-methyloxazol-5-yl)(4-(6-methylbenzo[d]oxazol-2-yl)-6,7-dihydro-1H-imidazo[4,5-c]pyridin-5(4H)-yl)methanone OC(C)(C)C=1OC(=C(N1)C)C(=O)N1[C@@H](C2=C(CC1)NC=N2)C=2OC1=C(N2)C=CC(=C1)C